1-(4-bromobenzyl)-5-methyl-N-(4-(trifluoromethoxy)phenyl)-1H-pyrazole-3-carboxamide BrC1=CC=C(CN2N=C(C=C2C)C(=O)NC2=CC=C(C=C2)OC(F)(F)F)C=C1